C(C)(=O)[O-].C(CCCCC)[NH+]1C(CCCC1)CCC 1-Hexyl-2-propylpiperidinium acetat